4-[6-(2-chloro-6-methoxy-benzyl)-3-hydroxy-pyridin-2-yl]-4-oxo-butyric acid ethyl ester C(C)OC(CCC(=O)C1=NC(=CC=C1O)CC1=C(C=CC=C1OC)Cl)=O